Ethyl-2-(((1r,4r)-4-(((3-fluorophenyl) (phenyl)carbamoyloxy)methyl)cyclohexyl)methoxy)acetate C(C)OC(COCC1CCC(CC1)COC(N(C1=CC=CC=C1)C1=CC(=CC=C1)F)=O)=O